C(#N)C1(CC1)C(=O)NC=1C=NC(=NC1)C=1N=NN(C1NC([O-])=O)C 4-(5-(1-cyanocyclopropane-1-carboxamido) pyrimidin-2-yl)-1-methyl-1H-1,2,3-triazol-5-ylcarbamate